N-[5-[2-(3,5-dimethoxyphenyl)ethyl]-2H-pyrazol-3-yl]-4-(3,5-dimethylpiperazin-1-yl)benzamide COC=1C=C(C=C(C1)OC)CCC=1C=C(NN1)NC(C1=CC=C(C=C1)N1CC(NC(C1)C)C)=O